(R)-4-(2-(hydroxymethyl)azetidin-1-yl)-1-(o-tolyl)-7-(trifluoromethyl)-quinazolin-2(1H)-one OC[C@@H]1N(CC1)C1=NC(N(C2=CC(=CC=C12)C(F)(F)F)C1=C(C=CC=C1)C)=O